α-D-ribulofuranose OC[C@@]1(O)[C@H](O)[C@H](O)CO1